CC1(C(NC2=CC=C(C=C2C1)NC=1NC2=CC=CC=C2C(N1)=O)=O)C 2-[(3,3-dimethyl-2-oxo-1,4-dihydroquinolin-6-yl)amino]-1H-quinazolin-4-one